BrC1=CC=C2C(COC(C2=C1)C)NC(OC(C)(C)C)=O tert-butyl (7-bromo-1-methylisochroman-4-yl)carbamate